tert-Butyl N-methyl-N-[(1s,4s)-4-(methanesulfonylmethyl)cyclohexyl]carbamate CN(C(OC(C)(C)C)=O)C1CCC(CC1)CS(=O)(=O)C